N2-isopropyl-N4-(1,1,1-trifluoroprop-2-yl)-1,3,5-triazine-2,4-diamine C(C)(C)NC1=NC=NC(=N1)NC(C(F)(F)F)C